C(#N)NC1CC(C1)C(=O)NC1=CN=C(S1)C1=C(C=CC=C1)OC(C)C (1r,3r)-3-(cyanoamino)-N-{2-[2-(propan-2-yloxy)phenyl]-1,3-thiazol-5-yl}cyclobutane-1-carboxamide